C1(CC1)C1=NC=NC(=C1C1=NN(C2=C1CN(CC2)C(=O)OC(C)(C)C)C(F)F)OC tert-butyl 3-(4-cyclopropyl-6-methoxypyrimidin-5-yl)-1-(difluoromethyl)-1,4,6,7-tetrahydro-5H-pyrazolo[4,3-c]pyridine-5-carboxylate